5-bromo-1-isopropyl-3-methyl-1H-pyrazolo[4,3-b]pyridine-7-carbaldehyde BrC1=CC(=C2C(=N1)C(=NN2C(C)C)C)C=O